C(C1=CC=CC=C1)OC=1C=C2CCNC(C2=CC1OC)\C=C\C1=C(C=C(C(=C1)OCC1=CC=NC=C1)OC)C 6-(benzyloxy)-7-methoxy-1-[(E)-2-{4-methoxy-2-methyl-5-[(pyridin-4-yl)methoxy]phenyl}ethenyl]-1,2,3,4-tetrahydroisoquinoline